5-[2-(2-hydroxyethoxy)ethoxy]pyridine OCCOCCOC=1C=CC=NC1